1-((5-fluoro-6-(isoxazol-3-ylmethoxy)-1H-indol-2-yl)methyl)-3-methylurea FC=1C=C2C=C(NC2=CC1OCC1=NOC=C1)CNC(=O)NC